tert-butyl (((1r,4r)-4-morpholinocyclohexyl)methyl)carbamate O1CCN(CC1)C1CCC(CC1)CNC(OC(C)(C)C)=O